ClC1=C(C=C(CN2[C@H](CN(CC2)C(=O)OC(C)(C)C)C)C=C1)N1CCC(CC1)OC(C)C t-butyl (S)-4-(4-chloro-3-(4-isopropoxypiperidin-1-yl)benzyl)-3-methylpiperazine-1-carboxylate